ethyl 3-formyl-1-methyl-1H-pyrazole-4-carboxylate C(=O)C1=NN(C=C1C(=O)OCC)C